CO\C=C(/C)\OC (E)-1,2-Dimethoxyprop-1-en